2-((3-((cis-4-hydroxy-4-methyltetrahydrofuran-3-yl)oxy)-1-(methyl-d3)-1H-pyrazol-4-yl)amino)-7-((S)-1-methoxypropane-2-yl)-7H-pyrrolo[2,3-d]pyrimidine-6-carbonitrile O[C@@]1([C@@H](COC1)OC1=NN(C=C1NC=1N=CC2=C(N1)N(C(=C2)C#N)[C@H](COC)C)C([2H])([2H])[2H])C